7-phenyl-7,9-dihydrobenzo[g]indolo[2,3-b]carbazole C1(=CC=CC=C1)N1C2=CC=C3C(=C2C=2C=C4C(=CC12)NC=1C=CC=CC14)C=CC=C3